O=C1NC(CCC1N1C(C2=CC=CC(=C2C1)C#CCCNC(=O)C1=CC=C(C=N1)C=1N=CC2=C(C=CC=C2C1)C1=NC=2N(C=C1)N=CC2C(=O)NC)=O)=O 5-(3-(6-((4-(2-(2,6-Dioxopiperidin-3-yl)-1-oxoisoindolin-4-yl)but-3-yn-1-yl)carbamoyl)pyridin-3-yl)isoquinolin-8-yl)-N-methylpyrazolo[1,5-a]pyrimidine-3-carboxamide